BrC=1C=NN(N1)C 5-bromo-2-methyl-2H-1,2,3-triazole